C1(CC1)[C@@H](C(=O)NC1=CC(=C(C=C1)S(NC1=CC(=CC=C1)OC(F)(F)F)(=O)=O)OCC)CO (R)-2-cyclopropyl-N-(3-ethoxy-4-(N-(3-(trifluoromethoxy)phenyl)sulfamoyl)phenyl)-3-hydroxypropanamide